6-chloro-4-(4-fluoro-2-formylphenyl)pyridine-2-carbonitrile ClC1=CC(=CC(=N1)C#N)C1=C(C=C(C=C1)F)C=O